(2-CYCLOPENTENYL)ACETIC ACID C1(C=CCC1)CC(=O)O